sodium stearyl-amine C(CCCCCCCCCCCCCCCCC)N.[Na]